(6aS,12bR)-(-)-N-methyl-4-ethyl-10,11-dihydroxy-5,6,6a,7,8,12b-hexahydrobenzo[a]phenanthridine CN1[C@H]2CCC3=C([C@@H]2C=2C=CC=C(C2C1)CC)C=C(C(=C3)O)O